CN(C)C=NC(C(C)NC(OC(C)(C)C)=O)=O tert-butyl N-[2-[dimethylaminomethyleneamino]-1-methyl-2-oxo-ethyl]carbamate